5,7-dimethyladamantane-1-carboxylic acid CC12CC3CC(CC(C1)(C3)C)(C2)C(=O)O